ClC1=C(C=CC=C1)N1C(NC(C2=CC=C(C=C12)C(F)(F)F)=O)=O 1-(2-chlorophenyl)-7-(trifluoromethyl)quinazoline-2,4(1H,3H)-dione